(R)-2-(4-(2-amino-6-(cyclopropylamino)pyrimidin-4-yl)-2-(2-bromophenyl)piperazin-1-yl)ethan-1-ol NC1=NC(=CC(=N1)N1C[C@H](N(CC1)CCO)C1=C(C=CC=C1)Br)NC1CC1